4-[[2-Chloro-3-[3-(3,5-difluorophenyl)-2,7-dimethyl-5,7-dihydro-4H-pyrazolo[3,4-c]pyridine-6-carbonyl]-5-fluoro-phenoxy]methyl]pyrrolidin-2-one ClC1=C(OCC2CC(NC2)=O)C=C(C=C1C(=O)N1C(C=2C(CC1)=C(N(N2)C)C2=CC(=CC(=C2)F)F)C)F